Cl.C(C1=CC=CC=C1)N1CC(C(CC1)=O)OC N-benzyl-3-methoxy-4-piperidone hydrochloride salt